(Racemic)-N-(5-(1,1-dioxidotetrahydrothiophene-2-carbonyl)-5,6-dihydro-4H-pyrrolo[3,4-d]thiazol-2-yl)-4-(2-methoxyphenyl)-6-methylnicotinamide O=S1([C@H](CCC1)C(=O)N1CC=2N=C(SC2C1)NC(C1=CN=C(C=C1C1=C(C=CC=C1)OC)C)=O)=O |r|